N-((S)-6-((S)-4-hydroxy-4-methylazepan-1-yl)-2-(hydroxymethyl)-2-methyl-2,3-dihydrobenzofuran-5-yl)pyrazolo[1,5-a]pyrimidine-3-carboxamide O[C@@]1(CCN(CCC1)C1=CC2=C(C[C@@](O2)(C)CO)C=C1NC(=O)C=1C=NN2C1N=CC=C2)C